benzyl 4-[2-[[4-(3,8-diazabicyclo[3.2.1]octan-8-yl)-2-pyridyl]oxy]ethyl]piperazine-1-carboxylate C12CNCC(CC1)N2C2=CC(=NC=C2)OCCN2CCN(CC2)C(=O)OCC2=CC=CC=C2